cyclopropyl-3-propyl-8-[6-({[3-(aminomethyl)phenyl]methyl}amino)pyridin-3-yl]xanthine C1(CC1)N1C(=O)N(C=2N=C(NC2C1=O)C=1C=NC(=CC1)NCC1=CC(=CC=C1)CN)CCC